OC1(C(CCC1)N1C(C(=CC2=C1N=C(N=C2)NC2C(CN(CC2([2H])[2H])S(=O)(=O)C([2H])([2H])[2H])([2H])[2H])C([2H])(F)F)=O)C([2H])([2H])[2H] (±)-8-(2-hydroxy-2-(methyl-d3)cyclopentyl)-6-(difluoromethyl-d)-2-((1-((methyl-d3)sulfonyl)piperidin-4-yl-3,3,5,5-d4)-amino)pyrido[2,3-d]pyrimidin-7(8H)-one